C1(CC1)C=1N=C2N(C(N(C=C2)CCN2CCC(CC2)C2=NOC3=C2C=CC(=C3)F)=O)C1 2-cyclopropyl-6-{2-[4-(6-fluoro-benzo[d]isoxazol-3-yl)-piperidin-1-yl]-ethyl}-6H-imidazo[1,2-c]pyrimidin-5-one